F[P-](F)(F)(F)(F)F.CN(C)C[C+2]N1CCOCC1.F[P-](F)(F)(F)(F)F dimethylaminomethylmorpholino-carbon hexafluorophosphate